C1=CC(=CC=C1C[C@@H](C(=O)O)N)Br p-bromo-L-phenylalanine